C1(=CC=CC=C1)C=1OC2=CC=CC=C2C(C1)=O 2-PHENYL-4H-CHROMEN-4-ONE